thiodiglycolic acid sodium salt [Na+].C(COCC(=O)[O-])(=S)[O-].[Na+]